6-chloro-8-methoxy-2-methyl-imidazo[1,2-b]-pyridazine ClC=1C=C(C=2N(N1)C=C(N2)C)OC